FC=1C=C(C=CC1CN1C(=NC=C1)C)C=1C(=CC=C(C1)CC(C)C)S(=O)(=O)NC1=NC=CC=N1 3'-Fluoro-5-isobutyl-4'-((2-methyl-1H-imidazol-1-yl)methyl)-N-(pyrimidin-2-yl)-[1,1'-biphenyl]-2-sulfonamide